3-tert-Butyl-[1,2,4]oxadiazole-5-carboxylic acid {(R)-6-[2-(1-isopropyl-5-methyl-1H-pyrazol-4-yl)-3H-imidazo[4,5-b]pyridin-7-yl]-1,2,3,4-tetrahydro-naphthalen-1-yl}-amide C(C)(C)N1N=CC(=C1C)C1=NC=2C(=NC=CC2C=2C=C3CCC[C@H](C3=CC2)NC(=O)C2=NC(=NO2)C(C)(C)C)N1